CC1=C(N=C(S1)NC(=O)C1=C(C=CC=C1)NC(CCOCCOCCNC(OC(C)(C)C)=O)=O)C=1CCN(CC1)C tert-butyl (2-(2-(3-((2-((5-methyl-4-(1-methyl-1,2,3,6-tetrahydropyridin-4-yl)thiazol-2-yl)carbamoyl)phenyl)amino)-3-oxopropoxy)ethoxy)ethyl)carbamate